N1(N=CC=C1)C1=NC=NC=C1NC(CN1N=C(C=2C(=CC=CC12)C1=C(C=C2C=NN(C2=C1)C)F)C1CCN(CC1)C(C)=O)=O N-(4-(1H-pyrazol-1-yl)pyrimidin-5-yl)-2-(3-(1-acetylpiperidin-4-yl)-5'-fluoro-1'-methyl-1H,1'H-[4,6'-biindazol]-1-yl)acetamide